phenylsulfinyl-[1,1'-biphenyl]-2-ol C1(=CC=CC=C1)S(=O)C1=C(C(=CC=C1)C1=CC=CC=C1)O